[Au]C#N aurous cyanide